N-[5-fluoro-7-hydroxy-6-(1,1,4-trioxo-1,2,5-thiadiazolidin-2-yl)-2-naphthyl]-2-[1-[3-methyl-2-oxo-1-[(3S)-2,6-dioxo-3-piperidyl]benzimidazol-5-yl]-4-piperidyl]acetamide FC1=C2C=CC(=CC2=CC(=C1N1S(NC(C1)=O)(=O)=O)O)NC(CC1CCN(CC1)C1=CC2=C(N(C(N2C)=O)[C@@H]2C(NC(CC2)=O)=O)C=C1)=O